Neodymium barium copper oxygen [O].[Cu].[Ba].[Nd]